(2E)-3-chloro-N-(2-cyclopropyl-4-iodo-5-methylphenyl)-N-{6-ethyl-7-oxo-5H-pyrrolo[3,4-b]pyridin-2-yl}prop-2-enamide Cl/C=C/C(=O)N(C1=CC=C2C(=N1)C(N(C2)CC)=O)C2=C(C=C(C(=C2)C)I)C2CC2